(3-aminoazetidin-1-yl)(5-(4-(trifluoromethyl)phenoxy)naphthalen-2-yl)methanone NC1CN(C1)C(=O)C1=CC2=CC=CC(=C2C=C1)OC1=CC=C(C=C1)C(F)(F)F